(R)-2-chloro-N-(5-chloro-6-(ethoxycarbamoyl)pyridin-3-yl)-8-methyl-8-(trifluoromethyl)-7,8-dihydro-6H-pyrazolo[1,5-a]pyrrolo[2,3-e]pyrimidine-6-carboxamide ClC1=NN2C(N=CC3=C2[C@@](CN3C(=O)NC=3C=NC(=C(C3)Cl)C(NOCC)=O)(C(F)(F)F)C)=C1